1-vinyl-3-cyanomethylimidazole chlorine salt [Cl].C(=C)N1CN(C=C1)CC#N